FC1=CC=C(C=C1)CCCCC(=O)O 5-(4-fluorophenyl)valeric acid